3-(1,4-Bis((4-methoxyphenyl)sulfonamido)naphthalen-2-yl)propanamide COC1=CC=C(C=C1)S(=O)(=O)NC1=C(C=C(C2=CC=CC=C12)NS(=O)(=O)C1=CC=C(C=C1)OC)CCC(=O)N